CC1=C(C(=O)OCC)C(=CC(=N1)/C(/C)=N/NS(=O)(=O)C1=CC=C(C)C=C1)C Ethyl (E)-2,4-dimethyl-6-(1-(2-tosylhydrazineylidene)ethyl)nicotinate